BrC=1C=C2C(C(=C(OC2=CC1)C)C)=O 6-bromo-2,3-dimethyl-4H-chromen-4-one